COC1=C2C=C(NC2=CC=C1)C(=O)N1C(C2C(C1)CCC2)C(=O)N[C@@H](C[C@H]2C(NCC2)=O)C(COC)=O 2-(4-methoxy-1H-indole-2-carbonyl)-N-[(2S)-4-methoxy-3-oxo-1-[(3S)-2-oxopyrrolidin-3-yl]butan-2-yl]-hexahydro-1H-cyclopenta[c]pyrrole-1-carboxamide